monooctyl-tin tri(isooctylthioglycolate) C(CCCCC(C)C)C(C(=O)[O-])S.C(CCCCC(C)C)C(C(=O)[O-])S.C(CCCCC(C)C)C(C(=O)[O-])S.C(CCCCCCC)[Sn+3]